2-(((4-(2-azidopropan-2-yl)-6-chloro-2,7-naphthyridin-1-yl)oxy)methyl)cyclopropane-1-carboxylic acid methyl ester COC(=O)C1C(C1)COC1=NC=C(C2=CC(=NC=C12)Cl)C(C)(C)N=[N+]=[N-]